methyl 2-bromo-5-[[4-carbamoyl-1-(trans-4-cyanotetrahydro-2H-pyran-3-yl) pyrazol-3-yl] amino]-3-fluoro-benzoate BrC1=C(C(=O)OC)C=C(C=C1F)NC1=NN(C=C1C(N)=O)[C@@H]1COCC[C@H]1C#N